N-(5-ethoxy-pyridin-2-yl)-3-(3-fluoropyridin-2-yl)-1,2,4-oxadiazol-5-amine C(C)OC=1C=CC(=NC1)NC1=NC(=NO1)C1=NC=CC=C1F